Ethylendiamine Tetraacetate C(C)(=O)ON(CCN(OC(C)=O)OC(C)=O)OC(C)=O